3,5,9,11,15,17-hexa(mercaptomethylthio)-1,19-dimercapto-2,6,8,12,14,18-hexathianonadecane SCSC(SCS)CC(SCSC(CC(SCSC(CC(SCS)SCS)SCS)SCS)SCS)SCS